6-[(2,5-dichloropyrimidin-4-yl)amino]-1-methyl-3-(2-oxopropoxy)quinolin-2-one ClC1=NC=C(C(=N1)NC=1C=C2C=C(C(N(C2=CC1)C)=O)OCC(C)=O)Cl